C(C1=CC=CC=C1)(C1=CC=CC=C1)=N[C@H](C(=O)OC)C1CC1 methyl (2S)-2-(benzhydrylideneamino)-2-cyclopropyl-acetate